5-[1-(2-fluoro-6-methyl-phenyl)-piperidin-4-yl]-2-(2-morpholin-4-yl-ethyl)-7-(2-trifluoromethyl-benzyl)-2,4,5,7-tetrahydro-pyrazolo[3,4-d]pyrimidin-6-one FC1=C(C(=CC=C1)C)N1CCC(CC1)N1C(N(C=2C(C1)=CN(N2)CCN2CCOCC2)CC2=C(C=CC=C2)C(F)(F)F)=O